2-(4,6-dichloropyrimidin-5-yl)propan-1-ol ClC1=NC=NC(=C1C(CO)C)Cl